C1(=C(C=CC=C1)C1NS(OC2=C1C=CC=C2)(=O)=O)C (-)-4-(o-Tolyl)-3,4-dihydrobenzo[e][1,2,3]oxathiazine 2,2-dioxide